C(C)(=O)C(C(=O)OC)(C(=O)OC)C dimethyl acetylmethylmalonate